ClC1=C(C(=O)NCC(=O)NN)C=CC(=C1OCC1=CC=C(C=C1)OC)OCC1=CC=C(C=C1)OC 2-chloro-N-(2-hydrazino-2-oxoethyl)-3,4-bis((4-methoxybenzyl)oxy)benzamide